C(C)(C)(C)OC(N[C@H](CO)C1=CC(=CC=C1)Br)=O (S)-(1-(3-bromophenyl)-2-hydroxyethyl)carbamic acid tert-butyl ester